C(C)(C)(C)OC(=O)N1CCC(CC1)(C(=O)O)C 1-(tert-butoxycarbonyl)-4-methylpiperidine-4-carboxylic acid